P(=O)(O)(O)O.N1C=C2C=3C(=CC=CC13)C(NCC2)=O 1,3,4,5-tetrahydro-6H-azepino[5,4,3-cd]Indol-6-one phosphate